tert-butyl 3-[6-(trifluoromethyl)-3,4-dihydro-2H-quinolin-1-yl]pyrrolidine-1-carboxylate FC(C=1C=C2CCCN(C2=CC1)C1CN(CC1)C(=O)OC(C)(C)C)(F)F